5-[2-(2,4-difluorophenylamino)vinyl]-4-cyano-3-(2,6-dichlorophenyl)isoxazole tert-Butyl-(1-cyclopropyl-2-(trifluoromethyl)-1H-benzo[d]imidazol-4-yl)carbamate C(C)(C)(C)N(C(O)=O)C1=CC=CC=2N(C(=NC21)C(F)(F)F)C2CC2.FC2=C(C=CC(=C2)F)NC=CC2=C(C(=NO2)C2=C(C=CC=C2Cl)Cl)C#N